S(C)(=O)(=O)OS(=O)(=O)C methanesulfonyl (mesylate)